N-(1-(azetidin-1-ylmethyl)cyclopropyl)-2-(5-fluoro-7-methylbenzo[d]isoxazol-3-yl)-2-methylpropanamide N1(CCC1)CC1(CC1)NC(C(C)(C)C1=NOC2=C1C=C(C=C2C)F)=O